C1CCOS1(=O)=O propanesulton